isobutyl (6'S)-6'-(4-hydroxybenzyl)-8'-(2-methoxyethyl)-4',7'-dioxotetrahydro-4'H-spiro[cyclobutane-1,3'-pyrazino[2,1-c][1,2,4]oxadiazine]-1'(6'H)-carboxylate OC1=CC=C(C[C@H]2C(N(CC3N(OC4(C(N32)=O)CCC4)C(=O)OCC(C)C)CCOC)=O)C=C1